C(C)(C)(C)NC(=O)C1NCCC1 N-(tert-butyl)pyrrolidine-2-carboxamide